5-(1-propynyl)-2'-deoxy-Uridine C(#CC)C=1C(NC(N([C@H]2C[C@H](O)[C@@H](CO)O2)C1)=O)=O